tert-butyl (S)-(1-((4-(4-methyl-6-oxo-1,6-dihydropyridin-3-yl)phenyl)amino)-1-oxo-3,3-diphenylpropan-2-yl)carbamate CC=1C(=CNC(C1)=O)C1=CC=C(C=C1)NC([C@H](C(C1=CC=CC=C1)C1=CC=CC=C1)NC(OC(C)(C)C)=O)=O